3-methyl-1,3-oxazinane CN1COCCC1